ClC=1C(=C2N=C(N=C3C2=C(CC[C@@H]2COCCCN32)N1)SCC)F (R)-2-chloro-12-(ethylthio)-1-fluoro-4,5,5a,6,9,10-hexahydro-8H-7-oxa-3,10a,11,13-tetraazanaphtho[1,8-ab]heptalene